COCC(C)N1N=CC=C1 (1-methoxypropan-2-yl)-1H-pyrazole